C(C)(=O)C1=CC=C(C=C1)O Para-acetyl-phenol